O1C=C(C2=C1C=CC=C2)C[C@H](NC(C(N2CCC1(CCOC1)CC2)=O)=O)B(O)O (R)-(2-(benzofuran-3-yl)-1-(2-oxo-2-(2-oxa-8-azaspiro[4.5]decan-8-yl)acetamido)ethyl)boronic acid